1-amino-N-[5-(7-methyl-spiro[2H-benzofuran-3,1'-cyclopropan]-4-yl)oxypyrazin-2-yl]cyclopropanecarboxamide NC1(CC1)C(=O)NC1=NC=C(N=C1)OC1=CC=C(C2=C1C1(CC1)CO2)C